N\C(\C1=CC=C(C=C1)OC1=NC=C(C=C1F)Cl)=N/OC(C[C@H](C(=O)OCC1=CC=CC=C1)NC(=O)OC(C)(C)C)=O benzyl (R,Z)-4-(((amino(4-((5-chloro-3-fluoropyridin-2-yl)oxy)phenyl)methylene)-amino)oxy)-2-((tert-butoxycarbonyl)amino)-4-oxobutanoate